N1(CCOCC1)C1=CC(=C(C)C=C1C1=CC=CC=C1)C1=CC=CC=C1 4-morpholinyl-2,5-diphenyltoluene